CC1(N(C2=CC=CC=C2N(C1)C)C(=O)NCCC1=CC=CC=C1)C 2,2,4-trimethyl-N-phenylethyl-3,4-dihydroquinoxaline-1(2H)-carboxamide